tert-butyl (1-(4-methylbenzyl)-3-(1-(p-tolyl)-3-ureidopropan-2-yl)-1,3-dihydro-2H-benzo[d]imidazol-2-ylidene)carbamate CC1=CC=C(CN2C(N(C3=C2C=CC=C3)C(CC3=CC=C(C=C3)C)CNC(=O)N)=NC(OC(C)(C)C)=O)C=C1